4-(2-(cyclobutanecarbonyl)-6,9-dioxo-5-(4-(trifluoromethyl)benzyl)-2,5,8-triazaspiro[3.5]nonan-8-yl)-3-fluorobenzonitrile C1(CCC1)C(=O)N1CC2(C1)N(C(CN(C2=O)C2=C(C=C(C#N)C=C2)F)=O)CC2=CC=C(C=C2)C(F)(F)F